ClC1=C(C(=O)NC=2C=CC(=NC2)C=2C=C(C(=O)O)C=CC2)C=C(C=C1)C#N 3-(5-(2-chloro-5-cyanobenzamido)pyridin-2-yl)benzoic acid